CO[C@H](C=1C=C(C=CC1)N1C(C2=CC(=CC(=C2C1)C(F)(F)F)CNC1(CCC1)C)=O)C1=NN=CN1C (R)-2-(3-(methoxy(4-methyl-4H-1,2,4-triazol-3-yl)methyl)phenyl)-6-(((1-methylcyclobutyl)amino)methyl)-4-(trifluoromethyl)isoindolin-1-one